1-(1-Ethylpiperidin-4-yl)-5-(8-methoxy-[1,2,4]triazolo[1,5-a]pyridin-6-yl)-6-methyl-1,3-dihydro-2H-benzo[d]imidazol-2-on C(C)N1CCC(CC1)N1C(NC2=C1C=C(C(=C2)C=2C=C(C=1N(C2)N=CN1)OC)C)=O